3-[[(1R)-1-(3,6-dimethyl-4-oxo-2-phenyl-benzopyran-8-yl)ethyl]amino]-N'-hydroxy-pyridine-2-carboxamidine CC1=C(OC2=C(C1=O)C=C(C=C2[C@@H](C)NC=2C(=NC=CC2)C(=NO)N)C)C2=CC=CC=C2